S(S)C=1C(=NC=CC1)[N+](=O)[O-] disulfanyl-nitropyridine